CC(CN1CCN(CC1)CC(O)(C)C)(O)C N,N'-bis(2,2-dimethyl-3-oxapropyl)piperazine